methyl (S)-2-(2-(1H-pyrazol-1-yl)ethyl)-3-(2-((2-(dimethylamino)-2-oxoethyl)(methyl)amino)ethyl)-7-methyl-3,7,8,9-tetrahydro-6H-imidazo[4,5-f]quinoline-6-carboxylate N1(N=CC=C1)CCC=1N(C=2C(=C3CC[C@@H](N(C3=CC2)C(=O)OC)C)N1)CCN(C)CC(=O)N(C)C